N1(C(CCC1)=O)C(=O)O (R)-(+)-2-Pyrrolidone-carboxylic acid